4-vinylbenzyl Bromide C(=C)C1=CC=C(CBr)C=C1